(2S,4R)-allyl 4-(2-((1R,3R)-3-((2S,3S)-2-amino-N,3-dimethylpentanamido)-1-(benzyloxy)-4-methylpentyl)thiazole-4-carboxamido)-2-methyl-5-phenylpentanoate N[C@H](C(=O)N(C)[C@H](C[C@@H](OCC1=CC=CC=C1)C=1SC=C(N1)C(=O)N[C@H](C[C@@H](C(=O)OCC=C)C)CC1=CC=CC=C1)C(C)C)[C@H](CC)C